4-amino-3-methylbutyltrimethoxysilane NCC(CC[Si](OC)(OC)OC)C